C(CCC)N(C(C1=CC=C(C=C1)[N+]#[C-])=O)C(C(=O)NC1CCCCC1)C1=CC=CC=C1 N-butyl-N-(2-(cyclohexylamino)-2-oxo-1-phenylethyl)-4-isocyanobenzamide